ClC=1C=C(CCN2CC(C(C2)COC2=CC=C(C=C2)S(=O)(=O)C)(O)C)C=CC1 1-(3-chlorophenethyl)-3-methyl-4-((4-(methylsulfonyl)phenoxy)methyl)pyrrolidin-3-ol